C1(CC1)C1=C(C=C(C=C1)[C@@H](NC(=O)[C@H]1N(C[C@@H](C1)F)C(CC1=CC=NN1)=O)C1=CC=CC=C1)F (2S,4R)-N-[(S)-(4-cyclopropyl-3-fluorophenyl)(phenyl)methyl]-4-fluoro-1-[2-(1H-pyrazol-5-yl)acetyl]pyrrolidine-2-carboxamide